CC1(CC(N(O1)CC=1SC=C(C1)C1=NOC(=N1)C(F)(F)F)=O)C 5,5-dimethyl-2-[[4-[5-(trifluoromethyl)-1,2,4-oxadiazol-3-yl]-2-thienyl]methyl]isoxazolidin-3-one